[(2R,3R,4S,5R)-5-(6-amino-2-fluoro-purin-9-yl)-3,4-dihydroxy-oxolan-2-yl]methoxyphosphonic acid NC1=C2N=CN(C2=NC(=N1)F)[C@H]1[C@H]([C@H]([C@H](O1)COP(O)(O)=O)O)O